4-methyl-3-(1H-1,2,3-triazol-1-yl)aniline CC1=C(C=C(N)C=C1)N1N=NC=C1